C(N)(=O)N[C@H]1C[C@H](C1)OC=1C(=NON1)C(N[C@@H]1C2=CC(=CC=C2C1)F)=NO 4-{[cis-3-(carbamoylamino)cyclobutyl]oxy}-N-[(7S)-4-fluorobicyclo[4.2.0]octa-1,3,5-trien-7-yl]-N'-hydroxy-1,2,5-oxadiazole-3-carboximidamide